FC1=CC=C(CC2=CC3=C(OC[C@@H](N3C(=O)OC(C)(C)C)C)N=C2C(NCC(F)(F)F)=O)C=C1 tert-butyl (S)-7-(4-fluorobenzyl)-2-methyl-6-((2,2,2-trifluoroethyl)carbamoyl)-2,3-dihydro-1H-pyrido[2,3-b][1,4]oxazine-1-carboxylate